C6-chloro-1-(1-methylazetidin-3-yl)-4-(pyrrolidin-1-ylmethyl)-1H-pyrazolo[3,4-b]pyridine ClC1=CC(=C2C(=N1)N(N=C2)C2CN(C2)C)CN2CCCC2